FC=1C=CC=C2C(=CC(=NC12)C1=CC=C(C=C1)C1=CC=C(C=C1)OC)C(=O)O 8-fluoro-2-(4'-methoxy-[1,1'-biphenyl]-4-yl)quinoline-4-carboxylic acid